(Z,Z,E)-3,6,8-Dodecatrien-1-ol C(C\C=C/C\C=C/C=C/CCC)O